C(CCC)OC1=CC=C(C=C1)S(=O)(=O)NCCC(C1=CC=CC=C1)=O 4-butoxy-N-(3-oxo-3-phenylpropyl)benzenesulfonamide